1,3-dimethyl-6-oxo-1,6-dihydropyridazine-4-sulfonyl chloride CN1N=C(C(=CC1=O)S(=O)(=O)Cl)C